ClC=1C=NC=C(C1[C@@H](C)OC=1C(=C2C(=NN(C2=CC1)C1OCCCC1)I)F)Cl 5-[(1R)-1-(3,5-dichloro-4-pyridinyl)ethoxy]-4-fluoro-3-iodo-1-tetrahydropyran-2-yl-indazole